[(2S,4S,5R)-1-(2,4-dichlorophenyl)-5-hydroxy-2,6,6-trimethylheptan-4-yl]-2,4-dihydro-3H-1,2,4-triazole-3-thione ClC1=C(C=CC(=C1)Cl)C[C@@H](C[C@@H]([C@@H](C(C)(C)C)O)N1N=CNC1=S)C